N'-(2-chloro-4-(3-((4-cyanobenzyl)oxy)oxetan-3-yl)-5-methylphenyl)-N-ethyl-N-methylformimidamide ClC1=C(C=C(C(=C1)C1(COC1)OCC1=CC=C(C=C1)C#N)C)N=CN(C)CC